4,4'-methylene-bis(2,6-diisopropylaniline) C(C1=CC(=C(N)C(=C1)C(C)C)C(C)C)C1=CC(=C(N)C(=C1)C(C)C)C(C)C